N-(5-Chloro-2-methyl-6-(2H-1,2,3-triazol-2-yl)pyridin-3-yl)-1-(2-oxo-1,2-dihydrochinolin-4-yl)-5-(trifluoromethyl)-1H-pyrazol-4-carboxamid ClC=1C=C(C(=NC1N1N=CC=N1)C)NC(=O)C=1C=NN(C1C(F)(F)F)C1=CC(NC2=CC=CC=C12)=O